NC1=NN(C2=CC=CC(=C12)C)C(=O)NC1=NC(=CC=C1)C1=NN=CN1C(C)C 3-amino-N-(6-(4-isopropyl-4H-1,2,4-triazol-3-yl)pyridin-2-yl)-4-methyl-1H-indazole-1-carboxamide